aminoethoxy-2,4-diaminobenzene NCCOC1=C(C=C(C=C1)N)N